ClC1=NC(=NC(=C1C=1C=C2C(=NC=NC2=CC1)C)C1=CC=C(C=C1)F)N 4-chloro-6-(4-fluorophenyl)-5-(4-methylquinazolin-6-yl)pyrimidin-2-amine